C(#CC)C1=CC=C2C=CNC(C2=C1)=O 7-propynylisoquinolone